N-[4-[(2S,4R)-4-amino-2-methylpiperidine-1-sulfonyl]phenyl]acetamide N[C@H]1C[C@@H](N(CC1)S(=O)(=O)C1=CC=C(C=C1)NC(C)=O)C